FC=1C=C(C=CC1)C=1C=C(C=NC1OC1=CC(=CC=C1)C(F)(F)F)C(=O)NC[C@H](C)O 5-(3-fluorophenyl)-N-[(2S)-2-hydroxypropyl]-6-[3-(trifluoromethyl)phenoxy]pyridine-3-carboxamide